6-methyl-5-(piperazine-1-carbonyl)picolinonitrile CC1=C(C=CC(=N1)C#N)C(=O)N1CCNCC1